C1(=CC=CC=C1)S(=O)(=O)ON=C(C#N)C1=CC=C(C=C1)Cl (benzenesulfonyloxyimino)-4-chlorophenyl-acetonitrile